γ-glycidoxypropyl-ethoxydiisopropylsilane C(C1CO1)OCCC[Si](C(C)C)(C(C)C)OCC